2-[3-[[[4-Amino-6-(1-tetrahydropyran-2-ylindazol-6-yl)-1,3,5-triazin-2-yl]amino]methyl]-2-fluoro-phenoxy]ethanol NC1=NC(=NC(=N1)C1=CC=C2C=NN(C2=C1)C1OCCCC1)NCC=1C(=C(OCCO)C=CC1)F